C(=O)=C1N(C(C2=CC=CC=C12)=C=O)C(=O)OCC ethyl 1,3-dicarbonylisoindoline-2-carboxylate